BrCCCCCC(COC1OCCCC1)(C)C 2-((7-bromo-2,2-dimethylheptyl)oxy)tetrahydro-2H-pyran